ClC=1C(=C(C=CC1)S(=O)(=O)NC=1C=C2C(N(CC2=CC1)C1C(NC(CC1)=O)=O)=O)C 3-chloro-N-(2-(2,6-dioxopiperidin-3-yl)-3-oxoisoindolin-5-yl)-2-methylbenzenesulfonamide